(S)-N-(1-(5-(7-methoxy-2-methylquinolin-6-yl)oxazol-2-yl)-7-oxononyl)-8-methyl-1-oxa-2,8-diazaspiro[4.5]dec-2-ene-3-carboxamide COC1=C(C=C2C=CC(=NC2=C1)C)C1=CN=C(O1)[C@H](CCCCCC(CC)=O)NC(=O)C1=NOC2(C1)CCN(CC2)C